3-[ethoxybis(3,6,9,12,15-pentaoxaoctacosan-1-yloxy)silyl]-1-propylmercaptan C(C)O[Si](CCCS)(OCCOCCOCCOCCOCCOCCCCCCCCCCCCC)OCCOCCOCCOCCOCCOCCCCCCCCCCCCC